2-[(2's,4r)-2'-fluoro-1-oxo-6-(trifluoromethyl)spiro[3H-isoquinoline-4,1'-cyclopropane]-2-yl]-N-([1,2,4]triazolo[1,5-a]pyridin-2-yl)acetamide F[C@@H]1[C@@]2(C1)CN(C(C1=CC=C(C=C12)C(F)(F)F)=O)CC(=O)NC1=NN2C(C=CC=C2)=N1